C(C)[S+](CCOC)CC diethyl-(2-methoxyethyl)sulfonium